3-(thiophen-2-yl)-1,2,4-oxadiazol S1C(=CC=C1)C1=NOC=N1